2-(dimethylamino)-5-isobutyrylamino-N-(3-(tetrahydrofuran-2-yl)benzyl)benzamide CN(C1=C(C(=O)NCC2=CC(=CC=C2)C2OCCC2)C=C(C=C1)NC(C(C)C)=O)C